Cl.N[C@](CC(=O)N)(C)C1CC1 (3S)-3-amino-3-cyclopropylbutyramide hydrochloride